tert-butyl 4-[4-[(2,6-dioxo-3-piperidyl)oxy]-2-hydroxy-phenyl]piperidine-1-carboxylate O=C1NC(CCC1OC1=CC(=C(C=C1)C1CCN(CC1)C(=O)OC(C)(C)C)O)=O